tert-Butyl N-[(1R)-2-[tert-butyl(diphenyl)silyl]oxy-1-[(1S,3R)-3-(hydroxymethyl)-2,2-dimethyl-cyclopropyl]ethyl]carbamate [Si](C1=CC=CC=C1)(C1=CC=CC=C1)(C(C)(C)C)OC[C@@H]([C@@H]1C([C@@H]1CO)(C)C)NC(OC(C)(C)C)=O